BrC=1C=C(C=C2C(N(C(C12)(C(=O)OC)CC=O)CC1=CC=C(C=C1)OC)=O)F methyl 7-bromo-5-fluoro-2-[(4-methoxyphenyl)methyl]-3-oxo-1-(2-oxoethyl)isoindoline-1-carboxylate